2-(aminomethyl)-6-(4-methylphenyl)pyridine NCC1=NC(=CC=C1)C1=CC=C(C=C1)C